Tert-Butyl (1-(5-(2-((4-(trifluoromethyl)phenyl)amino)phenyl)-1,3,4-oxadiazol-2-yl)cyclopropyl)carbamate FC(C1=CC=C(C=C1)NC1=C(C=CC=C1)C1=NN=C(O1)C1(CC1)NC(OC(C)(C)C)=O)(F)F